N-(4-chloro-3-methoxyphenyl)pivaloyl-amide ClC1=C(C=C(C=C1)[N-]C(C(C)(C)C)=O)OC